C(C1=CC=CC=C1)OC(=O)N1CCN(CC1)C1=C2C(=NC(=C1)F)NCC2.CC(=CC(CC=C)OC2=CC=C(C=C2)CCC(C)=O)C 4-(4-((6-methylhept-1,5-dien-4-yl)oxy)phenyl)butan-2-one benzyl-4-(6-fluoro-2,3-dihydro-1H-pyrrolo[2,3-b]pyridin-4-yl)piperazine-1-carboxylate